methyl 2-(6-bromo-1-(cyclopropylmethyl)-1H-pyrrolo[2,3-b]pyridin-2-yl)-7-methoxy-1-(oxetan-3-ylmethyl)-1H-benzo[d]imidazole-5-carboxylate BrC1=CC=C2C(=N1)N(C(=C2)C2=NC1=C(N2CC2COC2)C(=CC(=C1)C(=O)OC)OC)CC1CC1